benzyl (2S)-2-[5-(4-{5-[(1-{(2R)-2-[(tert-butoxycarbonyl) amino]-2-phenylacetyl}-L-prolyl)amino]-1H-indol-2-yl}phenyl)-1H-imidazol-2-yl]pyrrolidine-1-carboxylate C(C)(C)(C)OC(=O)N[C@@H](C(=O)N1[C@@H](CCC1)C(=O)NC=1C=C2C=C(NC2=CC1)C1=CC=C(C=C1)C1=CN=C(N1)[C@H]1N(CCC1)C(=O)OCC1=CC=CC=C1)C1=CC=CC=C1